ClC1=NC(=C2N=CN(C2=N1)C[C@@H]1OC[C@H]([C@H]1O)O)NCC1=CC(=CC=C1)I (2S,3R,4R)-2-((2-chloro-6-((3-iodobenzyl)amino)-9H-purin-9-yl)methyl)tetrahydrofuran-3,4-diol